3-(5-(1H-pyrazol-1-yl)pyridin-3-yl)-3-(5-(2-(5,6,7,8-tetrahydro-1,8-naphthyridin-2-yl)ethoxy)-1H-indazol-1-yl)propanoic acid N1(N=CC=C1)C=1C=C(C=NC1)C(CC(=O)O)N1N=CC2=CC(=CC=C12)OCCC1=NC=2NCCCC2C=C1